benzene-1,2,4,5-tetraol C=1(C(=CC(=C(C1)O)O)O)O